1-{[(2R,3S)-3-(2-chlorophenyl)-2-(2,4-difluorophenyl)oxiran-2-yl]methyl}-1H-1,2,4-triazol-5-yl thiocyanate ClC1=C(C=CC=C1)[C@H]1[C@@](O1)(C1=C(C=C(C=C1)F)F)CN1N=CN=C1SC#N